FC=1C=C(C(=NC1)CO)[C@H](C)NC=1C=CC=2N(N1)C(=CN2)C2=NC=CC(=C2)O (S)-2-(6-((1-(5-fluoro-2-(hydroxymethyl)pyridin-3-yl)-ethyl)-amino)imidazo[1,2-b]pyridazin-3-yl)pyridin-4-ol